CC(CCC1=C(CNC(=O)NC2=C3C=NN(C3=CC=C2)C)C=CC(=C1)C(F)(F)F)(C)C 1-(2-(3,3-dimethylbutyl)-4-(trifluoromethyl)benzyl)-3-(1-methyl-1H-indazol-4-yl)urea